1-[2-fluoro-4-(trifluoromethyl)phenyl]-4-[5-fluoro-6-(5-fluoro-2-methoxyphenyl)pyridin-3-yl]-N-[(3S)-1-methylpyrrolidin-3-yl]piperidine-4-carboxamide FC1=C(C=CC(=C1)C(F)(F)F)N1CCC(CC1)(C(=O)N[C@@H]1CN(CC1)C)C=1C=NC(=C(C1)F)C1=C(C=CC(=C1)F)OC